C(C)(C)(C)C=1C(=C(O)C=CC1O)C(C)(C)C Di-t-butyl-hydroquinone